FC(C1=CC(=NC=N1)OC[C@@H]1CCC2=CCCN12)(F)F (3S,7aS)-3-(((6-(trifluoromethyl)pyrimidin-4-yl)oxy)methyl)tetrahydro-1H-pyrrolizin